1-[5-(Azetidin-3-yl)-2-pyridyl]cyclobutane-carbonitrile N1CC(C1)C=1C=CC(=NC1)C1(CCC1)C#N